NC=1C(=C2C(=NC1C(=O)N)N(C=N2)C2CC2)C2=C(C(=CC=C2C)O)C 6-amino-3-cyclopropyl-7-(3-hydroxy-2,6-dimethylphenyl)-3H-imidazo[4,5-b]pyridine-5-carboxamide